BrC=1C=NN(C1N1C(C2=CC=CC=C2C1(C)C)=O)C (4-bromo-1-methyl-1H-pyrazol-5-yl)-3,3-dimethyl-2,3-dihydro-1H-isoindol-1-one